tert-butyl (S)-2-(hydroxymethyl)-4-(trifluoromethyl)indoline-1-carboxylate OC[C@H]1N(C2=CC=CC(=C2C1)C(F)(F)F)C(=O)OC(C)(C)C